(S)-4-(1-(2-(4-fluorophenethyl)-6,7-dihydro-4H-thieno[3,2-c]pyran-3-carboxamido)ethyl)benzoic acid FC1=CC=C(CCC2=C(C=3COCCC3S2)C(=O)N[C@@H](C)C2=CC=C(C(=O)O)C=C2)C=C1